CN1CC=CC=C1Cl 1-methyl-6-chloropyridine